COC(=O)C1=CC=C2N=C(C=3N(C2=C1)C=NC3)Cl 4-Chloroimidazo[1,5-a]quinoxaline-8-carboxylic acid methyl ester